COC=1C=C2C(=NC=NC2=CC1OC)N1CC(C1)CCC(=O)O 3-(1-(6,7-dimethoxyquinazolin-4-yl)azetidin-3-yl)propanoic acid